C(C)(C)(C)OC(=O)N1CCC(CC1)CNC(=O)C 4-(Acetaminomethyl)piperidine-1-carboxylic acid tert-butyl ester